FC1=C(C(=CC=C1C1=CC(=NC=C1)C1=CC=CC=C1)O)N1CC(NS1(=O)=O)=O 5-(2-fluoro-6-hydroxy-3-(2-phenylpyridin-4-yl)phenyl)-1,2,5-thiadiazolidin-3-one 1,1-dioxide